monoethanolamine phosphate monosodium salt [Na+].P(=O)([O-])(O)O.C(O)CN